NC1=CC(=NC(=C1C(=O)O)Br)C=1SC=CN1 4-amino-2-bromo-6-(thiazol-2-yl)nicotinic acid